BrC=1N=C(N(C1)COCC[Si](C)(C)C)C(=O)O 4-bromo-1-((2-(trimethylsilyl)ethoxy)methyl)-1H-imidazole-2-carboxylic acid